N-Methoxy-N-methyl-1-[[4-[5-(trifluoromethyl)-1,2,4-oxadiazol-3-yl]phenyl]methyl]pyrazol-4-carboxamid CON(C(=O)C=1C=NN(C1)CC1=CC=C(C=C1)C1=NOC(=N1)C(F)(F)F)C